(S)-2-(cyclopropylmethyl)isothiazolidine-4-carboxylic acid 1,1-dioxide C1(CC1)CN1S(C[C@@H](C1)C(=O)O)(=O)=O